methyl 4-(cyclohexyloxy)piperidine-4-carboxylate C1(CCCCC1)OC1(CCNCC1)C(=O)OC